BrC1=NN(C=C1)C1OCCCC1 3-bromo-1-tetrahydropyran-2-ylpyrazole